(R) or (S)-4-[[1-[3-[(2,2-difluoro-1,3-benzodioxol-5-yl)-methyl-carbamoyl]phenyl]-3-(trifluoromethyl)-4,5,6,7-tetrahydroindazol-7-yl]oxy]benzoic acid FC1(OC2=C(O1)C=CC(=C2)N(C(=O)C=2C=C(C=CC2)N2N=C(C=1CCC[C@H](C21)OC2=CC=C(C(=O)O)C=C2)C(F)(F)F)C)F |o1:26|